Cl[C@](N)(CC1=CC=C(C=C1)O)C(=O)O α-chloro-L-tyrosine